N1C=CC=2C1=NC=CC2NC(C2=CC=C(C=C2)C(C)N)=O (+)-N-(1H-pyrrolo[2,3-b]pyridin-4-yl)-4-(1-aminoethyl)benzamide